(2-(2,6-Dichlorophenyl)-9-(1-methyl-1H-pyrazol-4-yl)imidazo[2,1-f][1,6]naphthyridin-3-yl)methanol ClC1=C(C(=CC=C1)Cl)C=1N=C2C=3C=C(C=NC3C=CN2C1CO)C=1C=NN(C1)C